Calcium cerium [Ce].[Ca]